2-methyl-5-(3-(trifluoromethoxy)phenyl)-N-(3-(2-(dimethylamino)propyl)-1,2,4-thiadiazol-5-yl)furan-3-carboxamide CC=1OC(=CC1C(=O)NC1=NC(=NS1)CC(C)N(C)C)C1=CC(=CC=C1)OC(F)(F)F